methyl (Z)-[4-[3-(4-tert-butylphenyl)-3-[4-[4-(hydroxymethyl)phenylethynyl]phenyl]allyloxy]-2-methylphenoxy]acetate C(C)(C)(C)C1=CC=C(C=C1)/C(=C/COC1=CC(=C(OCC(=O)OC)C=C1)C)/C1=CC=C(C=C1)C#CC1=CC=C(C=C1)CO